N-(2-fluorophenyl)-3-(pyridin-3-yl)-3a,4,5,6,7,7a-hexahydro-4,7-methylenebenzo[d]isoxazole-7a-carboxamide FC1=C(C=CC=C1)NC(=O)C12C(C(=NO1)C=1C=NC=CC1)C1CCC2C1